6-oxa-undecane-1,11-diamine C(CCCCOCCCCCN)N